indolinespiroquinoline N1C2(C=CC3=CC=CC=C13)NC1=CC=CC=C1C2